COC([C@H](CC1=C2C=CC=NC2=C(C=C1)NC(NC1=NC=NC=C1C(=O)OC)=O)NC(C1=CC=CC=C1)(C1=CC=CC=C1)C1=CC=CC=C1)=O methyl (S)-4-(3-(5-(3-methoxy-3-oxo-2-(tritylamino)propyl)quinolin-8-yl)ureido)pyrimidine-5-carboxylate